2-(3-chlorophenyl)-1-((2r,3r,4s,5r,6r)-3,5-dihydroxy-2-(hydroxymethyl)-4-(4-(3,4,5-trifluorophenyl)-1H-1,2,3-triazol-1-yl)-1-oxa-8-azaspiro[5.5]undec-8-yl)ethanone ClC=1C=C(C=CC1)CC(=O)N1C[C@@]2([C@@H]([C@H]([C@H]([C@H](O2)CO)O)N2N=NC(=C2)C2=CC(=C(C(=C2)F)F)F)O)CCC1